1-methyl-4-((1-(oxetan-3-yl)-1H-pyrazol-4-yl)methyl)-1H-pyrazol CN1N=CC(=C1)CC=1C=NN(C1)C1COC1